C(C)(C)(C)OC(=O)N1CCN(CC1)C1=C(C=C(C=C1)NC(C1=CC(=C(C=C1)C=1CCN(CC1)C(=O)OC(C)(C)C)F)=O)F 4-{4-[4-(1-tert-butoxycarbonyl-1,2,3,6-tetrahydro-pyridin-4-yl)-3-fluoro-benzoylamino]-2-fluoro-phenyl}-piperazine-1-carboxylic acid tert-butyl ester